6-(1-bromo-8-chloroimidazo[1,5-a]pyrazin-3-yl)-2,2-dimethylhexahydroindolizin-3(2H)-one BrC=1N=C(N2C1C(=NC=C2)Cl)C2CN1C(C(CC1CC2)(C)C)=O